FC1=NC(=C2N=CN(C2=N1)C1OCCC1)NCC1=C(C=CC=C1)C(F)(F)F 2-fluoro-6-{[2-(trifluoromethyl)benzyl]amino}-9-(tetrahydrofuran-2-yl)-9H-purine